F[C@@]1(CN(CCC1)C(=O)OC(C)(C)C)C1=CC=C(C=C1)C(=O)OC |r| rac-tert-Butyl 3-fluoro-3-(4-(methoxycarbonyl)phenyl)piperidine-1-carboxylate